7-[2-(Azetidin-1-yl)ethyl]-2-(3-fluoro-2-isopropylphenyl)-9-([4-[5-methyl-3-(trifluoromethyl)pyrazol-1-yl]phenyl]methyl)purin-8-one N1(CCC1)CCN1C(N(C2=NC(=NC=C12)C1=C(C(=CC=C1)F)C(C)C)CC1=CC=C(C=C1)N1N=C(C=C1C)C(F)(F)F)=O